ClC1=C(C(=CC=C1Cl)O)[C@H]1CC(N(C1)C=1C=NN(C1)C=C)=S |r| rac-4-(2,3-dichloro-6-hydroxyphenyl)-1-(1-vinyl-1H-pyrazol-4-yl)pyrrolidine-2-thione